ethyl 2-(4-isobutoxy-3-isopropyl-6-oxo-5-(trifluoromethyl)pyridazin-1(6H)-yl)acetate C(C(C)C)OC=1C(=NN(C(C1C(F)(F)F)=O)CC(=O)OCC)C(C)C